C1(CC1)CN1C[C@H](C[C@H](C1)NC(=O)C1=NC=CC=C1)C1=CC=C(C(=O)OCC)C=C1 ethyl 4-[(3R,5R)-1-(cyclopropylmethyl)-5-(pyridine-2-carbonylamino)-3-piperidyl]benzoate